COC1=C(C=CC=C1)N1CCOC2(C1)C=C(C(C(C2)(C)C)=O)C#N 4-(2-methoxy-phenyl)-10,10-dimethyl-9-oxo-1-oxa-4-azaspiro[5.5]undec-7-ene-8-carbonitrile